OC1[C@@H](O)[C@@H](O)[C@H](O)CO1 D-(-)-Lyxopyranose